FC=1C=C(CC2=CC(=NC=C2)NN)C=C(C1)C(F)(F)F 4-(3-Fluoro-5-(trifluoromethyl)benzyl)-2-hydrazinopyridine